C(C1=CC=CC=C1)OC(=O)N[C@@H]1CN(C[C@H]1CO)C(=O)OC(C)(C)C |r| tert-Butyl (3S,4R)- and (3R,4S)-3-(((benzyloxy)carbonyl)amino)-4-(hydroxymethyl)pyrrolidine-1-carboxylate